C[C@H]1CC[C@H](CN1C(CC1=CC=C(C=C1)C1=CN=CO1)=O)C(=O)O (3R,6S)-6-methyl-1-(2-(4-(oxazol-5-yl)phenyl)acetyl)piperidine-3-carboxylic acid